methyl 4-(1-benzyl-2-oxo-2,5,6,7-tetrahydro-1H-1,4-diazepin-3-yl)benzoate C(C1=CC=CC=C1)N1C(C(=NCCC1)C1=CC=C(C(=O)OC)C=C1)=O